3-chloro-5-(4-(4-isopropylpiperazin-1-yl)phenyl)pyrazin-2-amine ClC=1C(=NC=C(N1)C1=CC=C(C=C1)N1CCN(CC1)C(C)C)N